[Si](C1=CC=CC=C1)(C1=CC=CC=C1)(C(C)(C)C)OC[C@@H]1CC=2C(=NC=C(C2)C(F)(F)F)N1 (S)-2-(((tert-butyldiphenylsilyl)oxy)methyl)-5-(trifluoromethyl)-2,3-dihydro-1H-pyrrolo[2,3-b]pyridine